1,4-bis(3,6-dibromo-9H-carbazol-9-yl)benzene BrC=1C=CC=2N(C3=CC=C(C=C3C2C1)Br)C1=CC=C(C=C1)N1C2=CC=C(C=C2C=2C=C(C=CC12)Br)Br